Diethylamino(difluoro)sulfonium C(C)N(CC)[S+](F)F